(1S,3S)-1-((((1s,4R)-4-(6-methoxypyridin-2-yl)cyclohexyl)oxy)methyl)-3-(methylsulfonamido)cyclopentane-1-carboxamide COC1=CC=CC(=N1)C1CCC(CC1)OC[C@]1(C[C@H](CC1)NS(=O)(=O)C)C(=O)N